2-(2-(3-(4-chloro-3-fluorophenyl)ureido)ethyl)-2H-indazole-3-carboxamide ClC1=C(C=C(C=C1)NC(NCCN1N=C2C=CC=CC2=C1C(=O)N)=O)F